(E)-(1-(naphthalen-1-yl)ethyl)((4-(2-p-toluenesulfonylhydrazino)chroman-2-yl)methyl)carbamic acid tert-butyl ester C(C)(C)(C)OC(N(CC1OC2=CC=CC=C2C(C1)NNS(=O)(=O)C1=CC=C(C)C=C1)C(C)C1=CC=CC2=CC=CC=C12)=O